(5-(4-fluoro-2-(3-fluoro-3-methylbutyl)phenoxy)pyrimidin-4-yl)-2,7-diazaspiro[4.4]nonane FC1=CC(=C(OC=2C(=NC=NC2)C2NCCC23CNCC3)C=C1)CCC(C)(C)F